COC=1C=2N(C(=CC1)N1CCC3(C(N4[C@H](O3)CC[C@H]4C4=CC=CC=C4)=O)CC1)N=CN2 (5'S,7a'R)-1-(8-methoxy[1,2,4]triazolo[1,5-a]pyridin-5-yl)-5'-phenyltetrahydro-3'H-spiro[piperidine-4,2'-pyrrolo[2,1-b][1,3]oxazol]-3'-one